ClC=1C=C(C=CC1F)N(C(=O)[C@H]1N(C(C(C1)CNC1=NN(C(=C1)C)C)=O)C1=NC(=CC(=C1)C(F)(F)F)C)C (2S)-N-(3-chloro-4-fluorophenyl)-4-{[(1,5-dimethyl-1H-pyrazol-3-yl)amino]methyl}-N-methyl-1-[6-methyl-4-(trifluoromethyl)pyridin-2-yl]-5-oxopyrrolidine-2-carboxamide